methyltetrahydromethanopterin C[C@H]1C(N(C2=C(N1)N=C(NC2=O)N)C)[C@@H](C)NC3=CC=C(C=C3)C[C@@H]([C@@H]([C@@H](CO[C@@H]4[C@@H]([C@@H]([C@H](O4)COP(=O)(O)O[C@@H](CCC(=O)O)C(=O)O)O)O)O)O)O